2-(1,1,1,3,3,3-hexamethyl-2-(trimethylsilyl)trisilan-2-yl)ethan-1-ol C[Si]([Si]([Si](C)(C)C)([Si](C)(C)C)CCO)(C)C